tert-Butyl 6-[4-[[4-(5-hydroxypyridin-3-yl)-2,6-dimethoxyphenyl]methyl]piperazin-1-yl]pyridazine-3-carboxylate OC=1C=C(C=NC1)C1=CC(=C(C(=C1)OC)CN1CCN(CC1)C1=CC=C(N=N1)C(=O)OC(C)(C)C)OC